(R)-4-(4,4-diethyl-2-imino-6-oxotetrahydropyrimidin-1(2H)-yl)-N-((3S,4R)-6-fluoro-3-hydroxy-2,2-dimethylchroman-4-yl)-2,2-dimethylchromane-6-carboxamide C(C)C1(NC(N(C(C1)=O)[C@@H]1CC(OC2=CC=C(C=C12)C(=O)N[C@H]1[C@@H](C(OC2=CC=C(C=C12)F)(C)C)O)(C)C)=N)CC